FC1=CC=C(C=C1)C1=CC2=C(N=CN=C2NCC=2OC(=NN2)C)N=C1 6-(4-fluorophenyl)-N-[(5-methyl-1,3,4-oxadiazol-2-yl)methyl]pyrido[2,3-d]pyrimidin-4-amine